4-(biphenyl-2-yloxy)-3,5,6-trichloro-phthalonitrile C1(=C(C=CC=C1)OC=1C(=C(C(C#N)=C(C1Cl)Cl)C#N)Cl)C1=CC=CC=C1